CCCCCCCCCCCCCC(CC(=O)O)O The molecule is a long-chain fatty acid that is the 3-hydroxy derivative of palmitic acid. It is a long-chain fatty acid, a 3-hydroxy fatty acid and a hydroxypalmitic acid. It derives from a hexadecanoic acid. It is a conjugate acid of a 3-hydroxypalmitate.